(R)-(6-(5-Chloro-1H-pyrazol-4-yl)-1-(2-(dimethylamino)ethyl)-1H-indol-3-yl)(6-chlorochroman-3-yl)methanone ClC1=C(C=NN1)C1=CC=C2C(=CN(C2=C1)CCN(C)C)C(=O)[C@H]1COC2=CC=C(C=C2C1)Cl